C(C)(=O)C1=C(C=CC(=C1)F)N1N=C(C=C1CC1=CC=NN1C)C 5-((1-(2-acetyl-4-fluorophenyl)-3-methyl-1H-pyrazol-5-yl)methyl)-1-methyl-1H-pyrazole